4-(4-phenylphenylquinazoline-2-yl)carbazole C1(=CC=CC=C1)C1=CC=C(C=C1)C1=NC(=NC2=CC=CC=C12)C1=CC=CC=2NC3=CC=CC=C3C12